C(CCCCCCCC=CC)(=O)O 9-undecenoic acid